N-(cyclopropylaminothiocarbonyl)-2-(2-fluoro-3-methoxyphenyl)-2-(4-(trifluoromethyl)pyridin-2-yl)ethyl-amide C1(CC1)NC(=S)[N-]CC(C1=NC=CC(=C1)C(F)(F)F)C1=C(C(=CC=C1)OC)F